3-methylcetylphosphate CC(CCOP(=O)([O-])[O-])CCCCCCCCCCCCC